NCCC[Si](OC)(OC)OC Aminopropyl(trimethoxysilane)